N-((1R,3s,5S)-9-((5-fluoropyridin-3-yl)sulfonyl)-9-azabicyclo[3.3.1]nonan-3-yl)-N7-(5-methyl-1H-pyrazol-3-yl)-1,6-naphthyridine-5,7-diamine FC=1C=C(C=NC1)S(=O)(=O)N1[C@H]2CC(C[C@@H]1CCC2)NC=2C=1C=CC=NC1C=C(N2)NC2=NNC(=C2)C